(2E)-4-(dimethylamino)-1-[3-(pyridin-4-yl)-2-[4-(trifluoromethyl)phenyl]-6,7-dihydropyrazolo[1,5-a]pyrazin-5(4H)-yl]but-2-en-1-one CN(C/C=C/C(=O)N1CC=2N(CC1)N=C(C2C2=CC=NC=C2)C2=CC=C(C=C2)C(F)(F)F)C